N1N=C(C=C1)C=1C=C(C=CC1)S(=O)(=O)N1CCC2(CC(CO2)NC[C@@H](COC=2C=C(C=CC2)S(=O)(=O)NC)O)CC1 3-((2S)-3-(8-(3-(1H-pyrazol-3-yl)phenylsulfonyl)-1-oxa-8-azaspiro[4.5]decan-3-ylamino)-2-hydroxypropoxy)-N-methylbenzenesulfonamide